2-(4-chlorobenzoyl)-5-((1,1-dioxotetrahydro-2H-thiopyran-4-yl)(hydroxy)methyl)-3-fluorobenzoic acid ClC1=CC=C(C(=O)C2=C(C(=O)O)C=C(C=C2F)C(O)C2CCS(CC2)(=O)=O)C=C1